2-Chloro-3-(3-(4-(6-chloropyridin-3-yl)phenyl)-4,5-dihydro-1H-pyrazol-5-yl)-7-ethoxyquinoline ClC1=NC2=CC(=CC=C2C=C1C1CC(=NN1)C1=CC=C(C=C1)C=1C=NC(=CC1)Cl)OCC